COC1=CC=C(C=C1)NC=1C(=NC2=CC=CC=C2N1)C(=O)NCCN1CCCCC1 3-((4-Methoxyphenyl)amino)-N-(2-(piperidin-1-yl)ethyl)quinoxaline-2-carboxamide